C(C1=CC=CC=C1)OCC(OC=1C=2N(C=C(C1)Br)N=CC2)C2=NC=C(C=C2)F 4-[2-benzyloxy-1-(5-fluoro-2-pyridyl)ethoxy]-6-bromo-pyrazolo[1,5-a]pyridine